Cl.FC(CCN)(S(=O)(=O)C1=NC=CC=C1)F 3,3-difluoro-3-(pyridine-2-ylsulfonyl)propan-1-amine hydrogen chloride